FC1(CN(CC1)C=1C=2N(N=C(C1)C=1C(NC(NC1)=O)=O)C=CN2)C(F)(F)F 5-(8-(3-fluoro-3-(trifluoromethyl)pyrrolidin-1-yl)imidazo[1,2-b]pyridazin-6-yl)pyrimidine-2,4(1H,3H)-dione